2,4,5-trichlorobenzaldehyde ClC1=C(C=O)C=C(C(=C1)Cl)Cl